[2-[4-[4-[[5-[4-(cyanomethoxy)-2,3-difluoro-phenyl]-1-methyl-imidazole-2-carbonyl]amino]-2-methyl-benzoyl]piperazin-1-yl]-2-oxo-ethyl]-trimethyl-ammonium C(#N)COC1=C(C(=C(C=C1)C1=CN=C(N1C)C(=O)NC1=CC(=C(C(=O)N2CCN(CC2)C(C[N+](C)(C)C)=O)C=C1)C)F)F